CS(=O)(=O)OC(C=O)CCOS(=O)(=O)C 2,4-dimethyl-sulfonyl-oxybutyraldehyde